(S)-8-(4-tert-butyl-1-(p-tert-butylphenyl)-4,5-dihydro-1H-imidazol-2-yl)quinoline ethyl-4-(2-furyl)-2-(2-methoxyethylamino)-6-methylsulfonyl-pyrimidine-5-carboxylate C(C)OC(=O)C=1C(=NC(=NC1S(=O)(=O)C)NCCOC)C=1OC=CC1.C(C)(C)(C)[C@@H]1N=C(N(C1)C1=CC=C(C=C1)C(C)(C)C)C=1C=CC=C2C=CC=NC12